N[C@@H]1[C@H](C[C@@H](CC1)F)CC=1C=C2CN(C(C2=CC1)=O)C1C(NC(CC1)=O)=O 3-(5-(((1S,2S,5R)-2-amino-5-fluorocyclohexyl)methyl)-1-oxoisoindolin-2-yl)piperidine-2,6-dione